SN([Si](C)(C)C)[Si](C)(C)C mercaptohexamethyldisilazane